C(C)(=O)N1CC2=C(CC1)N(N=C2N2CCCC1=CC(=C(C=C21)C(F)F)C(=O)OC)C2CCN(CC2)C(=O)OC(C)(C)C methyl 1-(5-acetyl-1-(1-(tert-butoxycarbonyl)piperidin-4-yl)-4,5,6,7-tetrahydro-1H-pyrazolo[4,3-c]pyridin-3-yl)-7-(difluoromethyl)-1,2,3,4-tetrahydroquinoline-6-carboxylate